(S,E)-N-(2-cyano-4-(8-(1-methyl-6-(trifluoromethyl)-1H-benzo[d]imidazol-5-yl)indolizine-3-carbonyl)phenyl)-3-(pyrrolidin-2-yl)acrylamide C(#N)C1=C(C=CC(=C1)C(=O)C1=CC=C2C(=CC=CN12)C1=CC2=C(N(C=N2)C)C=C1C(F)(F)F)NC(\C=C\[C@H]1NCCC1)=O